5-(3-chloro-2-fluoro-6-(1H-tetrazol-1-yl)phenyl)-2-((S*)-1-(4-(4-((methoxycarbonyl)amino)phenyl)-1H-pyrazol-1-yl)-2-((S*)-tetrahydro-2H-pyran-2-yl)ethyl)pyridine 1-oxide ClC=1C(=C(C(=CC1)N1N=NN=C1)C=1C=CC(=[N+](C1)[O-])[C@H](C[C@H]1OCCCC1)N1N=CC(=C1)C1=CC=C(C=C1)NC(=O)OC)F |o1:19,21|